N-(3-methoxy-4-nitro-phenyl)acetamide COC=1C=C(C=CC1[N+](=O)[O-])NC(C)=O